BrC1=C(C=C)C=C(C(=C1)Br)Br 2,4,5-tribromostyrene